FC(CN1C(C(=CC(=C1)C)C(CNS(=O)(=O)C)CO[C@@H]1CC[C@@H](CC1)C1=CC(=CC=C1)F)=O)F N-{2-[1-(2,2-difluoroethyl)-5-methyl-2-oxo-1,2-dihydropyridin-3-yl]-3-{[(CIS)-4-(3-fluorophenyl)cyclohexyl]oxy}propyl}methane-sulfonamide